N1=CN=C2NC=NC2=C1SC(C)C=1OC2=CC=C(C=C2C(C1C1=CC=CC=C1)=O)Br 2-(1-(9H-purin-6-ylthio)ethyl)-6-bromo-3-phenyl-4H-chromen-4-one